N-(1-isopropylpyrazol-3-yl)-5-[2-methyl-5-[[(2S)-morpholin-2-yl]methoxy]-4-pyridyl]pyrazolo[1,5-a]pyridin-2-amine C(C)(C)N1N=C(C=C1)NC1=NN2C(C=C(C=C2)C2=CC(=NC=C2OC[C@@H]2CNCCO2)C)=C1